FC(C=1N=C(SC1C=O)C(C)(C)O)F (4-(difluoromethyl)-2-(2-hydroxypropan-2-yl)thiazol-5-yl)methanone